O1CCOC2=C1C=CC(=C2)C=2N=C1N(C(C2)=O)C=C(C=C1)N1C[C@H](NCC1)C 2-(2,3-dihydro-1,4-benzodioxin-6-yl)-7-[(3R)-3-methylpiperazin-1-yl]-4H-pyrido[1,2-a]pyrimidin-4-one